C(C)(=O)NCC1(CCN(CC1)C(=O)OC(C)(C)C)O[Si](C)(C)C(C)(C)C tert-Butyl 4-(acetamidomethyl)-4-((tert-butyldimethylsilyl)oxy)piperidine-1-carboxylate